propyl-2,2-dimethylpropionate C(CC)OC(C(C)(C)C)=O